ClC=1C=C2C(=NC1OC)C(=C(N2C)C=2NC(=NN2)C(C#N)C)N2C=NC=C2 2-(5-(6-chloro-3-(1H-imidazol-1-yl)-5-methoxy-1-methyl-1H-pyrrolo[3,2-b]pyridin-2-yl)-4H-1,2,4-triazol-3-yl)propionitrile